6-chloro-5-methyl-N2-(1-methylpiperidin-4-yl)-7-phenylpyrido[2,3-d]pyrimidine-2,4-diamine ClC1=C(C2=C(N=C(N=C2N)NC2CCN(CC2)C)N=C1C1=CC=CC=C1)C